ClC1=C(C=CC(=C1)F)NS(=O)(=O)[C@@H]1CCCC=C1C(=O)OCC Ethyl (6R)-6-[N-(2-chloro-4-fluorophenyl)sulfamoyl]cyclohex-1-ene-1-carboxylate